(S)-1-[2-(Benzo[d]isoxazol-3-yl)phenyl]-2-(3-fluoro-6-methylpyridin-2-yl)ethan-1-amine hydrochloride Cl.O1N=C(C2=C1C=CC=C2)C2=C(C=CC=C2)[C@H](CC2=NC(=CC=C2F)C)N